COC1=CC=C(C=C1)CCC=1C=C2C(=CC(=NC2=CC1)N(CC(=O)O)C)C1=CC=CC=C1 2-({6-[2-(4-methoxyphenyl)ethyl]-4-phenylquinolin-2-yl}(methyl)amino)acetic acid